ClC1=CC=C(C(=N1)C(=O)O)N[C@H](C)C1=C2N=C(C(=NC2=CC(=C1)C)C#N)N1C[C@H](OCC1)C(F)F 6-chloro-3-(((R)-1-(2-cyano-3-((S)-2-(difluoromethyl)morpholino)-7-methylquinoxalin-5-yl)ethyl)amino)picolinic acid